OB1OCC2=C1C=C(C=C2)C(=O)N[C@H](C(=O)OC)CCCC2=CC=CC=C2 Methyl (S)-2-(1-hydroxy-1,3-dihydrobenzo[c][1,2]oxaborole-6-carboxamido)-5-phenylpentanoate